FC(C(C(C(F)(F)F)(F)F)(F)F)(CCCI)F 3-(perfluorobutyl)propyliodide